CN(C(=O)C=1C=NN2C1CN(CC2)C(=O)C=2NC1=CC=CC=C1C2)C2(CC2)CC2=CC=C(C(=O)O)C=C2 4-({1-[N-methyl-5-(1H-indole-2-carbonyl)-4H,5H,6H,7H-pyrazolo[1,5-a]pyrazine-3-amido]cyclopropyl}methyl)benzoic acid